C(C)(C)(C)OC(=O)N1C2CN(CC1C2)C2=NC=C(C=C2F)C=2C=1N(C=C(C2)OCC(C)(C)O)N=CC1C#N 3-(5-(3-cyano-6-(2-hydroxy-2-methylpropyloxy)pyrazolo[1,5-a]pyridin-4-yl)-3-fluoropyridin-2-yl)-3,6-diazabicyclo[3.1.1]heptane-6-carboxylic acid tert-butyl ester